dibenzyl-bis(triethoxysilylpropyl)amine phosphate P(=O)(O)(O)O.C(C1=CC=CC=C1)C(CCNCCC[Si](OCC)(OCC)OCC)([Si](OCC)(OCC)OCC)CC1=CC=CC=C1